ClC1=NC(=C(C(=C1C(=O)NC=1SC(=NN1)OCC1(COCC1)C)C1=CC=NC=C1)OC)C 2-chloro-5-methoxy-6-methyl-N-(5-((3-methyloxolane-3-yl)Methoxy)-1,3,4-thiadiazol-2-yl)-(4,4-bipyridine)-3-carboxamide